N1C=CN=CC=C1 1H-[1,4]-diazepine